FC(CC(C(=O)NC1=NC=CC(=C1)C1=C(C=2C(N(CC(C2N1)CC(F)(F)F)C)=O)C1=CC=CC=C1)C1=CC=C(C=C1)F)F 4,4-Difluoro-2-(4-fluorophenyl)-N-{4-[5-methyl-4-oxo-3-phenyl-7-(2,2,2-trifluoroethyl)-4,5,6,7-tetrahydro-1H-pyrrolo[3,2-c]pyridin-2-yl]pyridin-2-yl}butanamid